4-epoxycyclohexenylmethyl acrylate C(C=C)(=O)OCC12C(CC=CC1)O2